C(C)(C)(C)OC(=O)N1[C@H]([C@H](NCC1)C1=CC(=CC(=C1)Cl)Br)C cis-tert-butyl-3-(3-bromo-5-chlorophenyl)-2-methylpiperazine-1-carboxylate